C(C)(C)(C)OC(N(CC1=CC=NC=C1)C=1C2=C(N=C(N1)Cl)C=CO2)=O.FC2(CCC(CC2)OC=2C=CC(=C1C=CC=NC21)NC(C=C)=O)F N-[8-{(4,4-difluorocyclohexyl)oxy}quinolin-5-yl]acrylamide tert-butyl-N-{2-chlorofuro[3,2-d]pyrimidin-4-yl}-N-(pyridin-4-ylmethyl)carbamate